N-((R)-1-(3-(5-((((1S,3R)-3-hydroxycyclopentyl)amino)methyl)thiophen-2-yl)phenyl)ethyl)-2-methyl-5-((1-(tetrahydro-2H-pyran-2-yl)-1H-pyrazol-4-yl)amino)benzamide O[C@H]1C[C@H](CC1)NCC1=CC=C(S1)C=1C=C(C=CC1)[C@@H](C)NC(C1=C(C=CC(=C1)NC=1C=NN(C1)C1OCCCC1)C)=O